CC=1N=CC(=NC1)[C@H]1N(OCC1)C(=O)[C@@H]1CC[C@H](CC1)CC=1N(N=CC1)C trans-[(3S)-3-(5-methylpyrazin-2-yl)-1,2-oxazolidin-2-yl]-[4-[(2-methylpyrazol-3-yl)methyl]cyclohexyl]methanone